(2,3,4-trihydro-8-diphenylphosphino-quinolinyl)tribenzylzirconium C1(=CC=CC=C1)P(C=1C=CC=C2CCC(NC12)[Zr](CC1=CC=CC=C1)(CC1=CC=CC=C1)CC1=CC=CC=C1)C1=CC=CC=C1